CC=1N=C(C2=C(N1)OC=C2C(=O)N2CC=1C=CC=NC1CC2)NC2(CC2)C methyl-N-(1-methylcyclopropyl)-5-(5,6,7,8-tetrahydro-1,6-naphthyridine-6-carbonyl)furo[2,3-d]pyrimidin-4-amine